(S)-tert-butyl (2-hydroxy-3-{5-methyl-6-(oxazol-5-ylmethoxy)-3,4-dihydroisoquinolin-2(1H)-yl}propyl)carbamate O[C@@H](CNC(OC(C)(C)C)=O)CN1CC2=CC=C(C(=C2CC1)C)OCC1=CN=CO1